(3R,5S)-1-(2-(phenylmethoxy)ethyl)-3,5-dimethylpiperazine C1(=CC=CC=C1)COCCN1C[C@H](N[C@H](C1)C)C